C(C)O[SiH2]N1C(NC2N(C(N(C21)[SiH2]OCC)=O)[SiH2]OCC)=O 3,4,6-triethoxysilyl-tetrahydro-imidazo[4,5-d]imidazole-2,5-dione